C(CCCCCCCCCCC)C1=C(C=CC=C1)S(=O)(=O)[O-].[Na+] Sodium dodecylbenzenesulfonic acid salt